9-methyl-2,3-dihydrobenzo[b]oxepin-8-ol CC1=C(C=CC2=C1OCCC=C2)O